N4-[2-(1H-imidazol-4-yl)ethyl]-N2-(4-morpholinophenyl)-5-(trifluoromethyl)pyrimidine-2,4-diamine N1C=NC(=C1)CCNC1=NC(=NC=C1C(F)(F)F)NC1=CC=C(C=C1)N1CCOCC1